diisobutylmethylene(cyclopentadienyl)(2,7-di-(3,5-dimethylphenyl)-3,6-di-tert-butylfluorenyl)zirconium dichloride [Cl-].[Cl-].C(C(C)C)C(CC(C)C)=[Zr+2](C1=C(C(=CC=2C3=CC(=C(C=C3CC12)C1=CC(=CC(=C1)C)C)C(C)(C)C)C(C)(C)C)C1=CC(=CC(=C1)C)C)C1C=CC=C1